ClC=1C=C2C(=NC(N3C2=C(C1C1=C(C=C(C=C1)F)F)SC[C@@H]3CN3CCNCC3)=O)N3[C@H](CN(CC3)C(=O)OC(C)(C)C)C (3S)-tert-butyl 4-((3S)-9-chloro-10-(2,4-difluorophenyl)-5-oxo-3-(piperazin-1-ylmethyl)-3,5-dihydro-2H-[1,4]thiazino[2,3,4-ij]quinazolin-7-yl)-3-methylpiperazine-1-carboxylate